ClC=1C=C(NC2(CCC3(N(CC4=CC=CC=C34)CCCOC3=C4C(=NC=C3)C=CS4)CC2)C(=O)O)C=CC1 (1s,4s)-4-(3-chloroanilino)-2'-{3-[(thieno[3,2-b]pyridin-7-yl)oxy]propyl}-2',3'-dihydrospiro[cyclohexane-1,1'-isoindole]-4-carboxylic acid